C1(=CC=CC=C1)CCC1=C(C(=O)O)C=CC=C1.C(C1=CC=CC=C1)(=O)OCCC1=CC=CC=C1 2-phenylethyl benzoate (PHENYL ETHYL BENZOATE)